COC1=C(CNC2=NC=NC3=C2C2=C(CCCN4C2=CC=2C=CC(=CC42)C(=O)OC)N3C(C)C)C=CC(=C1)OC methyl 1-((2,4-dimethoxybenzyl)amino)-5-isopropyl-5,6,7,8-tetrahydropyrimido[5'',4'':4',5']pyrrolo[3',2':3,4]azepino[1,2-a]indole-11-carboxylate